vinylphenyltrimethoxysilane C(=C)CO[Si](OC)(OC)C1=CC=CC=C1